6-(2-amino-5-(4-(4-(2,2-difluoroethyl)morpholin-2-yl)phenyl)pyridin-3-yl)-3,4-dihydroisoquinolin-1(2H)-one NC1=NC=C(C=C1C=1C=C2CCNC(C2=CC1)=O)C1=CC=C(C=C1)C1CN(CCO1)CC(F)F